8-bromo-6-(2-fluoro-6-methyl-phenyl)-2-methylsulfinyl-pyrido[4,3-d]pyrimidin-5-one BrC1=CN(C(C2=C1N=C(N=C2)S(=O)C)=O)C2=C(C=CC=C2C)F